N[C@H]1CS(C2=C(N(C1=O)CC1=CC=C(C=C1)OCCO)C=C(C(=C2)F)C=2OC(=NN2)C(C)(C)C)(=O)=O (3R)-3-amino-7-(5-tert-butyl-1,3,4-oxadiazol-2-yl)-8-fluoro-5-[[4-(2-hydroxyethoxy)phenyl]methyl]-1,1-dioxo-2,3-dihydro-1λ6,5-benzothiazepin-4-one